(2S,4aR,6'S,8aR)-4-(hydroxymethyl)-7-methyl-6'-decyl-3',4a,4',5',6',8a-hexahydrospiro[chromene-2,2'-pyran]-6(5H)-one OCC1=C[C@@]2(O[C@H](CCC2)CCCCCCCCCC)O[C@@H]2C=C(C(C[C@H]12)=O)C